1,3-bis[2,6-bis(1-methylethyl)phenyl]-4,5-dihydro-1H-imidazolium chlorid [Cl-].CC(C)C1=C(C(=CC=C1)C(C)C)N1C=[N+](CC1)C1=C(C=CC=C1C(C)C)C(C)C